CC1=CC=CC=C1[N+](=O)[O-] o-nitrotoluene